FC=1C=C(C=CC1)C1=NC(=NO1)[C@H]1[C@@H](C1)C1=CC=C(C=C1)S(=O)(=O)N 4-{(1R,2R)-2-[5-(3-fluorophenyl)-1,2,4-oxadiazol-3-yl]cyclopropyl}benzenesulfonamide